N-(2-(2,6-dioxopiperidin-3-yl)-1-oxoisoindolin-5-yl)-5-hydroxypyridineamide O=C1NC(CCC1N1C(C2=CC=C(C=C2C1)NC(=O)C1=NC=C(C=C1)O)=O)=O